(2S,3S)-tert-butyl 2-(benzyloxycarbonylamino)-3-(methylcarbamoyl)hex-5-enoate C(C1=CC=CC=C1)OC(=O)N[C@H](C(=O)OC(C)(C)C)[C@H](CC=C)C(NC)=O